3,3-bis(phenoxymethyl)oxetane O(C1=CC=CC=C1)CC1(COC1)COC1=CC=CC=C1